(4S)-1-[(6-aminopyridazin-4-yl)methyl]-4-(trifluoromethyl)imidazolidin-2-one NC1=CC(=CN=N1)CN1C(N[C@@H](C1)C(F)(F)F)=O